FC[C@@H](C(=O)O)O L-(+)-beta-monofluorolactic acid